(3R)-3-{[2-(4-methoxyphenyl)-7-(oxetan-3-yl)[1,2,4]triazolo[1,5-c]quinazolin-5-yl]amino}azepan-2-one COC1=CC=C(C=C1)C1=NN2C(=NC=3C(=CC=CC3C2=N1)C1COC1)N[C@H]1C(NCCCC1)=O